S(=[Se])(=O)([O-])[O-].[K+].[K+] potassium selenosulfate